ClCC(COC1=CC=C(C=C1)C(C)(C)C1=CC=C(OCC2=NC(=NC=C2)NS(=O)(=O)C)C=C1)O N-(4-((4-(2-(4-(3-chloro-2-hydroxypropoxy)phenyl)propan-2-yl)phenoxy)methyl)pyrimidin-2-yl)methanesulfonamide